ClC1=CC=C(C(=N1)C=1N=NN(N1)C)I 6-chloro-3-iodo-2-(2-methyl-2H-tetrazol-5-yl)pyridine